ClC=1C=NC(=NC1)NC1CCN(CC1)S(=O)(=O)C=1C=C(C=CC1)N1CCC(CC1)CN1CCC(CC1)C1=CC=C2C(=NN(C2=C1)C)N1C(NC(C=C1)=O)=O 1-(6-(1-((1-(3-((4-((5-chloropyrimidin-2-yl)amino)piperidin-1-yl)sulfonyl)-phenyl)piperidin-4-yl)methyl)piperidin-4-yl)-1-methyl-1H-indazol-3-yl)pyrimidine-2,4(1H,3H)-dione